N-(3-amino-2-hydroxy-propyl)-4-[[3-(2,3-difluoro-4-methoxy-phenyl)imidazo[1,2-a]pyrazin-8-yl]amino]-2-ethyl-benzamide NCC(CNC(C1=C(C=C(C=C1)NC=1C=2N(C=CN1)C(=CN2)C2=C(C(=C(C=C2)OC)F)F)CC)=O)O